(2R,2'R)-dibenzyl 3,3'-disulfanediylbis(2-((tert-butyloxycarbonyl)amino)propanoate) S(SC[C@@H](C(=O)OCC1=CC=CC=C1)NC(=O)OC(C)(C)C)C[C@@H](C(=O)OCC1=CC=CC=C1)NC(=O)OC(C)(C)C